C1(CC1)N1CCN(CC1)CCC(=O)N1CCN(C2=CC(=CC=C12)F)C1=CC=C(C=C1)F 3-(4-cyclopropylpiperazin-1-yl)-1-(6-fluoro-4-(4-fluorophenyl)-3,4-dihydroquinoxalin-1(2H)-yl)propane-1-on